2-{3-[(1,3-benzothiazol-2-yl)amino]-4-methyl-5H,6H,7H,8H-pyrido[2,3-c]pyridazin-8-yl}-5-(3-{4-[4-(dimethylamino)butyl]-2-fluorophenoxy}propyl)-1,3-thiazole-4-carboxylic acid S1C(=NC2=C1C=CC=C2)NC2=C(C1=C(N=N2)N(CCC1)C=1SC(=C(N1)C(=O)O)CCCOC1=C(C=C(C=C1)CCCCN(C)C)F)C